CC1=NN(C=C1[N+](=O)[O-])COCC[Si](C)(C)C 3-methyl-4-nitro-1-((2-(trimethylsilyl)ethoxy)methyl)-1H-pyrazole